N-(4-methylbenzyl)isonicotinamide CC1=CC=C(CNC(C2=CC=NC=C2)=O)C=C1